CC(C)(C)C1=C(C(=CC=C1)O)O (1,1-dimethylethyl)-1,2-benzenediol